FC=1C=C2C=3CC(CCC3NC2=C(C1)F)N 6,8-difluoro-2,3,4,9-tetrahydro-1H-carbazol-3-amine